FC=1C=C(C=CC1F)C1(CCN(CC1)C1=NC(=CN=C1)C=1C(=NN(C1)CC)C)O 4-(3,4-difluorophenyl)-1-(6-(1-ethyl-3-methyl-1H-pyrazol-4-yl)pyrazin-2-yl)piperidin-4-ol